Br[C@@H]1C(=CC[C@@H]2[C@H]1OC(OC2(C)C)(C)C)C (4aR,8R,8aR)-8-Bromo-2,2,4,4,7-pentamethyl-4a,5,8,8a-tetrahydro-4H-benzo[d][1,3]dioxine